tert-butyl (4-(1-(4-chlorophenyl)-1H-pyrazol-4-yl)cyclohexyl)carbamate ClC1=CC=C(C=C1)N1N=CC(=C1)C1CCC(CC1)NC(OC(C)(C)C)=O